(S)-3-fluoro-5-(((1-hydroxypentadec-2-yl)oxy)methyl)benzonitrile FC=1C=C(C#N)C=C(C1)CO[C@H](CO)CCCCCCCCCCCCC